5-amino-N-(1-((2s,3r,4r,5r)-3-fluoro-4-hydroxy-5-(hydroxymethyl)tetrahydrofuran-2-yl)-2-oxo-1,2-dihydropyrimidin-4-yl)pyridinecarboxamide NC=1C=CC(=NC1)C(=O)NC1=NC(N(C=C1)[C@H]1O[C@@H]([C@H]([C@H]1F)O)CO)=O